ClC1=C(C=CC(=C1)NC1=NC=NC2=CC(=C3C(=C12)OCCO3)OC)NC(=O)NC3=CC(=C(C=C3)Cl)C(F)(F)F 1-(2-chloro-4-((5-methoxy-2,3-dihydro-[1,4]dioxino[2,3-f]quinazolin-10-yl)amino)phenyl)-3-(4-chloro-3-(trifluoromethyl)phenyl)urea